NC[C@H]1CN(CCN1)C(=O)OCC1=CC=CC=C1 Benzyl (S)-3-(aminomethyl)piperazine-1-carboxylate